C(C1=CC=CC=C1)N(C(CC1=C(C=CC=C1)CC(=O)N(C1=CC=CC=C1)CC1=CC=CC=C1)=O)C1=CC=CC=C1 N,N'-dibenzyl-N,N'-diphenyl-1,2-phenylenediacetamide